(S)-1'-(3-(1-(pyrimidin-5-yl)vinyl)-1H-pyrazolo[3,4-b]pyrazin-6-yl)-1,3-dihydro-spiro[inden-2,4'-piperidin]-1-amine N1=CN=CC(=C1)C(=C)C1=NNC2=NC(=CN=C21)N2CCC1(CC2)[C@@H](C2=CC=CC=C2C1)N